2-[4-{5-chloro-2-[4-(trifluoromethyl)-1H-1,2,3-triazol-1-yl]phenyl}-5-methoxy-2-oxopyridin-1(2H)-yl]-N-[2-(trifluoromethyl)quinoxalin-6-yl]butanamide ClC=1C=CC(=C(C1)C1=CC(N(C=C1OC)C(C(=O)NC=1C=C2N=CC(=NC2=CC1)C(F)(F)F)CC)=O)N1N=NC(=C1)C(F)(F)F